ClC=1C=C2C(=NC=NC2=CC1B1OC(C(O1)(C)C)(C)C)C1CN(C1)C(=O)OC(C)(C)C tert-butyl 3-[6-chloro-7-(tetramethyl-1,3,2-dioxaborolan-2-yl)quinazolin-4-yl]azetidine-1-carboxylate